ClC1=C(C=C2C(=C(N(C2=C1F)C)C1=NC(=NN1)OC(C)C)N1C=NC=C1)OC 6-chloro-7-fluoro-3-(1H-imidazol-1-yl)-2-(3-isopropoxy-1H-1,2,4-triazol-5-yl)-5-methoxy-1-methyl-1H-indole